P(=O)(O)(O)OCC12C(CCC2C1)OP(=O)(O)O (phosphonooxy)bicyclo(3.1.0)hexane-1-methanol dihydrogen phosphate